FC1CC(N(C1)C(=O)C12CC(C1)(C2)C(=O)OC)C2=CC(=CC=C2)F Methyl 3-(4-fluoro-2-(3-fluorophenyl)pyrrolidine-1-carbonyl)bicyclo[1.1.1]-pentane-1-carboxylate